7-chloro-1-methyl-3-(4-methyl-6-propanoylpyridin-3-yl)-1,6-naphthyridin-2-one ClC1=NC=C2C=C(C(N(C2=C1)C)=O)C=1C=NC(=CC1C)C(CC)=O